NCCCC(C(=O)O)C(C)=O 3-aminopropyl(3-oxobutanoic acid)